methyl 4-bromo-2-(2-(2-((tert-butoxycarbonyl)(methyl)amino)acetamido)ethoxy)benzoate BrC1=CC(=C(C(=O)OC)C=C1)OCCNC(CN(C)C(=O)OC(C)(C)C)=O